(S)-1-(3-(2-(3,3-difluorocyclobutoxy)pyridin-4-yl)-1,2,4-oxadiazol-5-yl)ethan-1-amine FC1(CC(C1)OC1=NC=CC(=C1)C1=NOC(=N1)[C@H](C)N)F